C(CCCCCCC\C=C/CCCCCCCC)(=O)OC[C@@H](OC(CCCCCCC\C=C/CCCCCCCC)=O)COP(=O)(O)O.CC=1C=C(C=CC1)N(C1=CC=C(C2=CC=C(N(C3=CC=CC=C3)C3=CC(=CC=C3)C)C=C2)C=C1)C1=CC=CC=C1 bis(3-methylphenyl)-N,N'-bis(phenyl)benzidine 1,2-Dioleoyl-sn-glycero-3-phosphate